N-(3-bromo-7-chloro-1,6-naphthyridin-2-yl)cyclopropanecarboxamide BrC=1C(=NC2=CC(=NC=C2C1)Cl)NC(=O)C1CC1